O1COC2=C1C=CC=C2N2C=NC(=C2)N 1-(benzo[d][1,3]dioxol-4-yl)-1H-imidazol-4-amine